CON(C(=O)C1CC(C1)=O)C N-methoxy-N-methyl-3-oxocyclobutane-1-carboxamide